C1(CC1)N1C=C(C=2N=C(N=CC21)SCCC(=O)[O-])I 3-((5-cyclopropyl-7-iodo-5H-pyrrolo[3,2-d]pyrimidin-2-yl)thio)propionate